(4-(3-(benzyloxy)prop-1-yn-1-yl)-3-fluoro-8-oxo-5,6,7,8-tetrahydronaphthalen-1-yl)acetamide C(C1=CC=CC=C1)OCC#CC1=C(C=C(C=2C(CCCC12)=O)CC(=O)N)F